COC1=CC=C(C=C1)C#CC=1C2=C(C(N(C1)C)=O)NC(=C2C(=O)OCC)C ethyl 4-[2-(4-methoxyphenyl)ethynyl]-2,6-dimethyl-7-oxo-1H-pyrrolo[2,3-c]pyridine-3-carboxylate